3-methyl-4-pentyne-1,3-diol CC(CCO)(C#C)O